O=C1N(N=C2N1CCCC2)CC=2C(=NC1=NC=CC=C1C2)C(F)(F)F (5S)-3-Oxo-2-{[2-(trifluoromethyl)-1,8-naphthyridin-3-yl]methyl}-2,3,5,6,7,8-hexahydro[1,2,4]triazolo[4,3-a]pyridin